di(2-propylheptyl)adipate C(CC)C(COC(CCCCC(=O)OCC(CCCCC)CCC)=O)CCCCC